2-(3,5-dichloro-4-((2a-methyl-2-oxo-1,2,2a,3,4,5-hexahydrobenzo[cd]indol-6-yl)oxy)phenyl)-3,5-dioxo-2,3,4,5-tetrahydro-1,2,4-triazine-6-carbonitrile ClC=1C=C(C=C(C1OC1=C2C=3C(C(NC3C=C1)=O)(CCC2)C)Cl)N2N=C(C(NC2=O)=O)C#N